tert-butyl 4-(3-methylisoxazol-5-yl)-3,6-dihydropyridine-1(2H)-carboxylate CC1=NOC(=C1)C=1CCN(CC1)C(=O)OC(C)(C)C